N1=CN=C2N1C1=CC=NC=C1C=C2 [1,2,4]triazolo[1,5-a]1,6-naphthyridine